1-(6Z,9Z,12Z,15Z-octadecatetraenoyl)-2-pentadecanoyl-glycero-3-phospho-(1'-sn-glycerol) CCCCCCCCCCCCCCC(=O)O[C@H](COC(=O)CCCC/C=C\C/C=C\C/C=C\C/C=C\CC)COP(=O)(O)OC[C@H](CO)O